C(CO)O monoethylene glycol